2-Amino-6-((1-(ethylamino)cyclopropyl)methoxy)-5-methyl-1-(5-methyl-1H-indazol-4-yl)-1H-pyrrole NC=1N(C(=CC1)C)C1=C2C=NNC2=CC(=C1C)OCC1(CC1)NCC